N,N-dimethylethanaminium iodide [I-].C[NH+](CC)C